C(C)(C)(C)OC(NC=1SC2=C(N1)C(=CC=C2F)C2=C(C=C1C(=NC(=NC1=C2F)OC[C@]21CCCN1C[C@@H](C2)F)O)F)=O tert-butyl(4-(6,8-difluoro-2-(((2R,7aS)-2-fluorotetrahydro-1H-pyrrolizine-7a(5H)-yl)methoxy)-4-hydroxyquinazolin-7-yl)-7-fluorobenzo[d]thiazol-2-yl)carbamate